(Z)-2-methoxyimino-2-phenylacetate CO\N=C(/C(=O)[O-])\C1=CC=CC=C1